N1(CCCC1)CC#CCCO 5-(1-pyrrolidinyl)-3-pentyn-1-ol